pentaerythritol tri[(3-(1-aziridinyl) propionate)] N1(CC1)CCC(=O)OCC(COC(CCN1CC1)=O)(COC(CCN1CC1)=O)CO